C(C)(C)(C)OC(NC12CCC(CC1)(CC2)CN2CCC=1C=C3C(=NC1C2)C(=C(N3)C3=CC(=NC(=C3)C)C)C(C)C)=O (4-((2-(2,6-dimethylpyridin-4-yl)-3-isopropyl-1,5,7,8-tetrahydro-6H-pyrrolo[3,2-b][1,7]naphthyridin-6-yl)methyl)bicyclo[2.2.2]oct-1-yl)carbamic acid tert-butyl ester